CN1C(N(C2=C1C=CC(=C2)N2CCC(CC2)NC)C2C(NC(CC2)=O)=O)=O 3-[3-Methyl-6-[4-(methylamino)-1-piperidyl]-2-oxo-benzimidazol-1-yl]piperidine-2,6-dione